FC(OC1=CC=C(OC2CCNCC2)C=C1)(F)F 4-(4-(trifluoromethoxy)phenoxy)piperidine